ClC1=C2C(=C(N=N1)N[C@H]1[C@@H](CCCC1)NC(OC(C)(C)C)=O)COCC2 tert-butyl {(1R,2R)-2-[(1-chloro-7,8-dihydro-5H-pyrano[3,4-d]pyridazin-4-yl)amino]cyclohexyl}carbamate